COC(=O)C1(N(CCC1)C(C1=CC=CC=C1)=O)C#N 1-benzoyl-2-(nitrilomethyl)pyrrolidine-2-carboxylic acid methyl ester